dibenzocoronene C1=CC2=CC=C3C=CC4=CC=C5C6=C(C7=C8C(=C1C1=C7C5=C4C3=C21)C=CC=C8)C=CC=C6